5-[5-[chloro(difluoro)methyl]-1,2,4-oxadiazol-3-yl]-N-[1-(1-methylpyrazol-3-yl)ethyl]pyrimidin-2-amine ClC(C1=NC(=NO1)C=1C=NC(=NC1)NC(C)C1=NN(C=C1)C)(F)F